CC1=C(C=CC(=C1)C2=CC(=C(C=C2)N)C)N o-Tolidin